5-(2-((S)-1-(3,4-difluorophenyl)-5-oxopyrrolidin-2-yl)-5-(3,5-dimethylisoxazol-4-yl)-1H-benzo[d]imidazol-1-yl)piperidin-2-one FC=1C=C(C=CC1F)N1[C@@H](CCC1=O)C1=NC2=C(N1C1CCC(NC1)=O)C=CC(=C2)C=2C(=NOC2C)C